ClC=1C=C(C=C(C1)NS(=O)(=O)C)NC(=O)C=1C=NN(C1)C1=NC=CC=C1P(=O)(C)C N-(3-chloro-5-(methylsulfonamido)phenyl)-1-(3-(dimethylphosphoryl)pyridin-2-yl)-1H-pyrazole-4-carboxamide